ClC1=CC(=C2C(=N1)N(C=C2)COCC[Si](C)(C)C)OC2=C(C=C(CNC(OC(C)(C)C)=O)C=C2F)F tert-Butyl (4-((6-chloro-1-((2-(trimethylsilyl)ethoxy)methyl)-1H-pyrrolo[2,3-b]-pyridin-4-yl)oxy)-3,5-difluorobenzyl)carbamate